C1=CC(=CC=2OC3=C(C21)C=CC=C3)C3=CC=C(C=C3)N3C2=CC=C(C=C2C=2C=C(C=CC32)C=3C=NC2=CC=CC=C2C3)C=3C=NC2=CC=CC=C2C3 9-(4-dibenzofuran-3-yl-phenyl)-3,6-di-quinoline-3-yl-9H-carbazole